N-(2-chloro-4-(trifluoromethyl)phenyl)-1-(5-(1-(2-(2,6-dioxopiperidin-3-yl)-1,3-dioxoisoindolin-5-yl)piperidin-4-yl)-5,6-dihydropyrrolo[3,4-c]pyrazol-1(4H)-yl)cyclobutane-1-carboxamide ClC1=C(C=CC(=C1)C(F)(F)F)NC(=O)C1(CCC1)N1N=CC2=C1CN(C2)C2CCN(CC2)C=2C=C1C(N(C(C1=CC2)=O)C2C(NC(CC2)=O)=O)=O